1,3,5-tris(N,N-diglycidylaminomethyl)cyclohexane ethyl-2-(3-carbamoyl-6-(4-fluorophenethyl)-2-isobutyl-5-(5-methyl-1,3,4-oxadiazol-2-yl)pyridin-4-yl)thiazole-5-carboxylate C(C)OC(=O)C1=CN=C(S1)C1=C(C(=NC(=C1C=1OC(=NN1)C)CCC1=CC=C(C=C1)F)CC(C)C)C(N)=O.C(C1CO1)N(CC1CO1)CC1CC(CC(C1)CN(CC1CO1)CC1CO1)CN(CC1CO1)CC1CO1